di(diisopropylphenyl) chlorophosphate P(=O)(OC1=C(C(=CC=C1)C(C)C)C(C)C)(OC1=C(C(=CC=C1)C(C)C)C(C)C)Cl